pentafluoropropylene fluorine [F].FC(C(=C(F)F)F)F